tert-butyl 2-(3-fluoro-5-methoxybenzyl)-3-oxohexahydroimidazo[1,5-a]pyrazine-7(1H)-carboxylate FC=1C=C(CN2C(N3C(CN(CC3)C(=O)OC(C)(C)C)C2)=O)C=C(C1)OC